4-[[(2S,3R,4R,5S)-3-[2-(Cyclobutoxy)-3,4-difluorophenyl]-4,5-dimethyl-5-(trifluoromethyl)tetrahydrofuran-2-carbonyl]amino]pyridin-2-carboxamid C1(CCC1)OC1=C(C=CC(=C1F)F)[C@@H]1[C@H](O[C@@]([C@@H]1C)(C(F)(F)F)C)C(=O)NC1=CC(=NC=C1)C(=O)N